BrCC1=CC=C2N=C(C(NC2=C1C)=O)C 7-(bromomethyl)-3,8-dimethylquinoxalin-2(1H)-one